2-(5-(p-tolyl)-1H-imidazol-2-yl)piperidine-1-carboxylic acid tert-butyl ester C(C)(C)(C)OC(=O)N1C(CCCC1)C=1NC(=CN1)C1=CC=C(C=C1)C